2-(1H-indazol-6-yl)-N-methyl-1H-benzo[d]imidazole-6-carboxamide trifluoroacetate FC(C(=O)O)(F)F.N1N=CC2=CC=C(C=C12)C1=NC2=C(N1)C=C(C=C2)C(=O)NC